tert-butyl (Z)-6-((2-carbamothioylhydrazineylidene)methyl)-2-azaspiro(3.3)heptane-2-carboxylate C(N)(=S)N\N=C/C1CC2(CN(C2)C(=O)OC(C)(C)C)C1